N1=NC(=CC=C1)NC(=O)[C@H]1CC12CCN(CC2)C(=O)OC(C(F)(F)F)C(F)(F)F 1,1,1,3,3,3-hexafluoropropan-2-yl (S)-1-[(pyridazin-3-yl)carbamoyl]-6-azaspiro[2.5]octane-6-carboxylate